ClC=1C=C2CC[C@H](C2=CC1)NC(=O)C1=CN=C2N1C=C(C=C2)C(F)F (R)-N-(5-chloro-2,3-dihydro-1H-inden-1-yl)-6-(difluoromethyl)imidazo[1,2-a]pyridine-3-carboxamide